((1R,4R,7R)-7-amino-2-azabicyclo[2.2.1]heptan-2-yl)(2-(4-(cyclopropylmethyl)-3-(thiophen-2-yl)-4H-thieno[3,2-b]pyrrol-5-yl)-7-methoxy-1-methyl-1H-benzo[d]imidazol-5-yl)methanone N[C@H]1[C@@H]2N(C[C@H]1CC2)C(=O)C2=CC1=C(N(C(=N1)C1=CC3=C(N1CC1CC1)C(=CS3)C=3SC=CC3)C)C(=C2)OC